O[C@H]1CN(C[C@@H]1COC=1C=NN(C1)C)C(=O)OC(C)(C)C (3R,4R)-tertbutyl 3-hydroxy-4-(((1-methyl-1H-pyrazol-4-yl)oxy)methyl)pyrrolidine-1-carboxylate